2-bromo-6-methoxypyrazine BrC1=NC(=CN=C1)OC